3-(5-bromo-2-(isobutyryloxy)-3-(3-methyl-benzoyloxy)benzylideneamino)benzoic acid BrC=1C=C(C(=C(C=NC=2C=C(C(=O)O)C=CC2)C1)OC(C(C)C)=O)OC(C1=CC(=CC=C1)C)=O